OC1=C(C=C(C=C1)NC(OC(C)(C)C)=O)[N+](=O)[O-] tert-butyl (4-hydroxy-3-nitrophenyl)carbamate